C(CCC)N1C=C(C=C(C1=O)C)C1=NC(=NC=C1OC1=C(C=C(C=C1)F)F)NS(=O)(=O)C N-[4-(1-butyl-5-methyl-6-oxopyridin-3-yl)-5-(2,4-difluorophenoxy)pyrimidin-2-yl]methanesulfonamide